t-butanetriol C(C(O)O)(C)(C)O